C(C)(=O)NC1=CC=C(C=C1)C=CC1=CC=C(C=C1)N=C=S 4-acetamido-4'-isothiocyano-stilbene